5-Chloro-3-(2-fluoroethyl)-2-methyl-3H-imidazo[4,5-b]pyridine ClC1=CC=C2C(=N1)N(C(=N2)C)CCF